tert-butyl 5-oxospiro[7H-cyclopenta[b]pyrazine-6,4'-piperidine]-1'-carboxylate O=C1C=2C(=NC=CN2)CC12CCN(CC2)C(=O)OC(C)(C)C